FC(C(=O)O)(F)F.FC(C(=O)O)(F)F.FC(C(=O)O)(F)F.C(C(C)C)N1CCC(CC1)N1CCC(CC1)C=1C=C(C2=C(NC(=N2)C2=C(C=CC=C2)OC(F)(F)F)C1)C 6-(1'-isobutyl-[1,4'-bipiperidin]-4-yl)-4-methyl-2-(2-(trifluoromethoxy)phenyl)-1H-benzo[d]imidazole tris(2,2,2-trifluoroacetate)